S-ethyl 3,6-dichloropyridine-2-carbothioate ClC=1C(=NC(=CC1)Cl)C(SCC)=O